2-(4'-chloro-3'-((2S,3R)-2-(4-chlorophenyl)-4,4,4-trifluoro-3-methylbutanylamino)-5-(2-cyanopropan-2-yl)-[1,1'-biphenyl]-2-yl)acetic acid ClC1=C(C=C(C=C1)C1=C(C=CC(=C1)C(C)(C)C#N)CC(=O)O)NC[C@@H]([C@H](C(F)(F)F)C)C1=CC=C(C=C1)Cl